FC1=CC=CC(=N1)C=1C=NN(C(C1)=O)CC=1N(C2=C(N1)SC(=C2)C(=O)OC)C[C@H]2OCC2 methyl (S)-2-((4-(6-fluoropyridin-2-yl)-6-oxopyridazin-1(6H)-yl)methyl)-1-(oxetan-2-yl methyl)-1H-thieno[2,3-d]imidazole-5-carboxylate